6-(((6-(piperidin-4-ylamino)pyridin-2-yl)oxy)methyl)nicotinonitrile N1CCC(CC1)NC1=CC=CC(=N1)OCC1=NC=C(C#N)C=C1